4-butylacetylene CCCCC#C